2-(4-nitrophenyl)-5-phenylOxazole-4-carboxylic acid ethyl ester C(C)OC(=O)C=1N=C(OC1C1=CC=CC=C1)C1=CC=C(C=C1)[N+](=O)[O-]